N-({2-[5-Chloro-2-(2H-1,2,3-triazol-2-yl)benzoyl]-4-methyl-2-azabicyclo[3.1.1]heptan-3-yl}methyl)-[1,3]thiazolo[5,4-b]pyridin-2-amin ClC=1C=CC(=C(C(=O)N2C3CC(C(C2CNC=2SC4=NC=CC=C4N2)C)C3)C1)N1N=CC=N1